C(#N)[C@H]1N(CSC1)C(CNC(=O)C1=CC=NC2=CC=C(C=C12)CN1CCOCC1)=O (R)-N-(2-(4-cyanothiazolidin-3-yl)-2-oxoethyl)-6-(morpholinomethyl)quinoline-4-carboxamide